BrC=1N=NN(C1C)C1CC(C1)O (1s,3s)-3-(4-bromo-5-methyl-1H-1,2,3-triazol-1-yl)cyclobutan-1-ol